C(C)C(C(C(CCC)O)CC)O ethyl-2-ethyl-1,3-hexanediol